CN(P([O-])SCC1=C(C=C(C=C1)Cl)Cl)C S-[(2,4-dichlorophenyl)methyl] N,N-dimethylphosphoramidothioite